(S)-5-(3-(methyl-d3)butanoyl-2,2,3,4,4,4-d6)-N-((S)-3-oxo-1-((S)-2-oxopyrrolidin-3-yl)-4-(trifluoromethoxy)butan-2-yl)-5-azaspiro[2.4]heptane-6-carboxamide C(C(C(C(=O)N1CC2(CC2)C[C@H]1C(=O)N[C@@H](C[C@H]1C(NCC1)=O)C(COC(F)(F)F)=O)([2H])[2H])(C([2H])([2H])[2H])[2H])([2H])([2H])[2H]